C(C)(=O)C1=C(C=C(C=C1)Cl)C1=CC(N(C=C1OC)[C@H](C(=O)NC1=CC=C(C(=O)NC)C=C1)CCOC(C)(C)C)=O (S)-4-(2-(4-(2-acetyl-5-chlorophenyl)-5-methoxy-2-oxopyridin-1(2H)-yl)-4-(tert-butoxy)butanoylamino)-N-methylbenzamide